[Br-].C(CCC)N1CN(C=C1)C 1-butyl-3-methylimidazole bromide salt